OCCCCNC(=O)C1=CC2=C(N(C(=N2)NC=2SC3=C(N2)C=CC(=C3)OC(F)(F)F)C)C=C1F 6-Fluoro-1-methyl-2-(6-trifluoromethoxy-benzothiazol-2-ylamino)-1H-benzoimidazole-5-carboxylic acid (4-hydroxy-butyl)-amide